(4-(2,4-difluorophenoxy)-3-(5-iodo-4-methoxy-1-methyl-6-oxo-1,6-dihydropyridin-3-yl)phenyl)ethyl-sulfonamide 2-(2,5-Dihydrofuran-2-yl)ethyl-methanesulfonate O1C(C=CC1)CCCS(=O)(=O)O.FC1=C(OC2=C(C=C(C=C2)CCS(=O)(=O)N)C2=CN(C(C(=C2OC)I)=O)C)C=CC(=C1)F